ClC1=C2N=C(C=NC2=CC=C1C1=NNC2=NC(=C(N=C21)C)N2CCC1([C@@H]([C@@H](OC1)C)N)CC2)N2CCOCC2 (3S,4S)-8-{3-[5-chloro-3-(morpholin-4-yl)quinoxalin-6-yl]-5-methyl-1H-pyrazolo[3,4-b]pyrazin-6-yl}-3-methyl-2-oxa-8-azaspiro[4.5]decan-4-amine